(6-(1H-Pyrrolo[2,3-b]pyridin-3-yl)imidazo[1,2-a]pyrazin-3-yl)(4-methylpiperazin-1-yl)methanone N1C=C(C=2C1=NC=CC2)C=2N=CC=1N(C2)C(=CN1)C(=O)N1CCN(CC1)C